CC[C@@H]1[C@@H](/C=C/C(=O)[C@@H](C[C@@H]([C@@H]([C@H](C(=O)O1)C)O)C)C)C The molecule is a macrolide that consists of oxacyclododec-9-ene-2,8-dione bearing four methyl substituents at positions 3, 5, 7 and 11 as well as a hydroxy group at position 4 and an ethyl substituent at position 12. The aglycone of the macrolide antibiotic 10-deoxymethymycin. It has a role as a metabolite.